5-(5,6-difluoropyridin-2-yl)-N-(5-((4-ethylpiperazin-1-yl)methyl)pyrimidin-2-yl)thiazol-2-amine FC=1C=CC(=NC1F)C1=CN=C(S1)NC1=NC=C(C=N1)CN1CCN(CC1)CC